C1N(CCC2=CC=CC=C12)C[C@H](CN1C(C2=CC=C(C=C2CC1)C1=CC(=NC=C1)F)=O)O 2-[(2R)-3-(3,4-dihydro-1H-isoquinolin-2-yl)-2-hydroxy-propyl]-6-(2-fluoro-4-pyridyl)-3,4-dihydroisoquinolin-1-one